CC1=CC=C2C(=CNC2=C1)C1=NC(=NC=C1)N (6-methyl-1H-indol-3-yl)pyrimidine-2-amine